C(C)(=O)OC1OCC(C1OC(C)=O)F 4-fluorotetrahydrofuran-2,3-diyl diacetate